(R)-Methyl 4-((R)-3-((S)-3-((S)-2-((((9H-fluoren-9-yl)methoxy)carbonyl)amino)propanoyl)-2,2-dimethyloxazolidine-4-carboxamido)-3-(4-chlorobenzyl)piperidin-1-yl)-3-benzyl-4-oxobutanoate C1=CC=CC=2C3=CC=CC=C3C(C12)COC(=O)N[C@H](C(=O)N1C(OC[C@H]1C(=O)N[C@@]1(CN(CCC1)C([C@@H](CC(=O)OC)CC1=CC=CC=C1)=O)CC1=CC=C(C=C1)Cl)(C)C)C